C1OCCC2=C1C=C(C=C2)C2=C(C(=O)N)C=C(C=C2N2C=NC=C2)OCCOC (3,4-dihydro-1H-2-benzopyran-7-yl)-3-(imidazol-1-yl)-5-(2-methoxyethoxy)benzamide